FC(CN1N=NC2=C1C=C(C=C2)C=2C=CN1N=C(N=C(C12)OC([2H])([2H])[2H])N[C@H]1C(CN(CC1)C(CO)=O)(F)F)F (R)-1-(4-((5-(1-(2,2-difluoroethyl)-1H-benzo[d][1,2,3]triazol-6-yl)-4-(methoxy-d3)pyrrolo[2,1-f][1,2,4]triazin-2-yl)amino)-3,3-difluoropiperidin-1-yl)-2-hydroxyethan-1-one